Ureidonitrogen N(C(=O)N)[N]